phenyl-tri(dimethyl-siloxy)silane C1(=CC=CC=C1)[Si](O[SiH](C)C)(O[SiH](C)C)O[SiH](C)C